6-(3-methoxyazetidin-1-yl)pyridin-2-amine COC1CN(C1)C1=CC=CC(=N1)N